4-Chloro-N-((1r,4r)-4-methoxycyclohexyl)pyrimidine-2-carboxamide ClC1=NC(=NC=C1)C(=O)NC1CCC(CC1)OC